FC(F)(F)PCCCC trifluoromethyl-butylphosphin